N-(4-bromo-2-carbamoyl-6-methyl-phenyl)-2-(2,2-difluoroethyl)-5-(2,2,2-trifluoroethoxy)pyrazole-3-carboxamide BrC1=CC(=C(C(=C1)C)NC(=O)C=1N(N=C(C1)OCC(F)(F)F)CC(F)F)C(N)=O